N-[3-[2-(difluoromethoxy)-5-[4-(morpholinomethyl)phenoxy]phenyl]-1-methyl-pyrazol-4-yl]pyrazolo[1,5-a]pyrimidine-3-carboxamide FC(OC1=C(C=C(C=C1)OC1=CC=C(C=C1)CN1CCOCC1)C1=NN(C=C1NC(=O)C=1C=NN2C1N=CC=C2)C)F